6-[3-Ethyl-2-fluoro-4-(4-hydroxybutoxy)phenyl]-5-methyl-4,5-dihydro-2H-pyridazin-3-one C(C)C=1C(=C(C=CC1OCCCCO)C=1C(CC(NN1)=O)C)F